1-Methanesulfonyloxy-2-[2-(2-methanesulfonylethoxy)ethoxy]ethane CS(=O)(=O)OCCOCCOCCS(=O)(=O)C